C(C=C)(=O)O.C(CCCCCCCC)C(C(COC(C)COC(C)COC(C)COC(C)CO)O)OC1=CC=CC=C1 Nonylphenoxypentapropylene glycol acrylate